O1C(OCC1)CN1C=C(C2=CC(=CC=C12)CN1CCC(CC1)CN1CCN(CC1)C=1C=C2CN(CC2=CC1)C1C(NC(CC1)=O)=O)C1=CC=C(C=C1)OC(F)(F)F 5-(4-((1-((1-((1,3-dioxolan-2-yl)methyl)-3-(4-(trifluoromethoxy)phenyl)-1H-indol-5-yl)methyl)piperidin-4-yl)methyl)piperazin-1-yl)-2-(2,6-dioxopiperidin-3-yl)isoindoline